3-[4-(2-methoxy-2-propanyl)phenyl]propanal COC(C)(C)C1=CC=C(C=C1)CCC=O